2-methyl-N-[(3-oxo-1,2-dihydroisoindol-5-yl)(phenyl)methyl]propane-2-sulfinamide CC(C)(C)S(=O)NC(C1=CC=CC=C1)C=1C=C2C(NCC2=CC1)=O